6-bromo-3-methoxy-pyrazine-carboxylic methyl ester COC(=O)C1=NC(=CN=C1OC)Br